N-[4-methyl-3-(trifluoromethyl)phenyl]-2-(2-oxaspiro[4.5]dec-7-en-8-yl)pyridine-3-carboxamide CC1=C(C=C(C=C1)NC(=O)C=1C(=NC=CC1)C1=CCC2(CCOC2)CC1)C(F)(F)F